ClC1=C(OC2CCN(CC2)C(CN2N=C(C=3CCCCC23)C(=O)N2CCC(CC2)NC(C)=O)=O)C=CC=C1 N-(1-(1-(2-(4-(2-chlorophenoxy)piperidin-1-yl)-2-oxoethyl)-4,5,6,7-tetrahydro-1H-indazole-3-carbonyl)piperidin-4-yl)acetamide